CN1C(SC2=C1C=CC(=C2)B2OC(C(O2)(C)C)(C)C)=O 3-methyl-6-(4,4,5,5-tetramethyl-[1,3,2]dioxaborol-2-yl)-3H-benzothiazol-2-one